BrC1=C(C(=C(C=C1)B1OC(C(O1)(C)C)(C)C)F)OC(F)(F)F 2-[4-bromo-2-fluoro-3-(trifluoromethoxy)phenyl]-4,4,5,5-tetramethyl-1,3,2-dioxaborolane